3-(5-bromo-6-methylpyridin-2-yl)-5-methylisothiazole-4-carboxylic acid BrC=1C=CC(=NC1C)C1=NSC(=C1C(=O)O)C